C(OCCOCCOCCOCCOC)([O-])=O 2-[2-[2-(2-methoxyethoxy)ethoxy]ethoxy]ethyl carbonate